methyl N-(tert-butoxycarbonyl)-N-(3-chloro-5-(4,4,5,5-tetramethyl-1,3,2-dioxa-borolan-2-yl)benzyl)glycinate C(C)(C)(C)OC(=O)N(CC(=O)OC)CC1=CC(=CC(=C1)B1OC(C(O1)(C)C)(C)C)Cl